C(C)(C)(C)OC(=O)C=1C=NN(C1N)C1=NC(=CC(=N1)C#N)NC1=CC=CC=C1 tert-butyl-[4-cyano-6-(phenylamino) pyrimidin-2-yl]-5-amino-1H-pyrazole-4-carboxylate